methyl 1-(3-(tert-butoxycarbonyl)benzyl)-1H-1,2,4-triazole-3-carboxylate C(C)(C)(C)OC(=O)C=1C=C(CN2N=C(N=C2)C(=O)OC)C=CC1